4-chloro-3,5-diamino-benzoic acid isobutyl ester C(C(C)C)OC(C1=CC(=C(C(=C1)N)Cl)N)=O